(R)-3-(2-(3-amino-3-methylbut-1-yn-1-yl)-6-vinylpyrimidin-4-yl)-10-methyl-9,10,11,12-tetrahydro-8H-[1,4]diazepino[5',6':4,5]thieno[3,2-f]quinolin-8-one NC(C#CC1=NC(=CC(=N1)C1=NC=2C=CC3=C(C2C=C1)C1=C(S3)C(N[C@@H](CN1)C)=O)C=C)(C)C